[4-[6-chloro-3-[1-(2-isopropyl-3,6-dimethyl-4-oxo-chromen-8-yl)ethylamino]-2-pyridyl]-2-formyl-6-methyl-phenyl] trifluoromethanesulfonate FC(S(=O)(=O)OC1=C(C=C(C=C1C)C1=NC(=CC=C1NC(C)C=1C=C(C=C2C(C(=C(OC12)C(C)C)C)=O)C)Cl)C=O)(F)F